C(C1=CC=CC=C1)N1C(NC(C=C1)=O)=O BENZYLPYRIMIDINE-2,4(1H,3H)-DIONE